2-({2-[2-amino-4-(4-aminopiperidin-1-yl)-5-(3-chloro-5-fluorophenyl)pyridin-3-yl]-7-fluoro-1H-1,3-benzodiazol-5-yl}oxy)acetonitrile NC1=NC=C(C(=C1C1=NC2=C(N1)C(=CC(=C2)OCC#N)F)N2CCC(CC2)N)C2=CC(=CC(=C2)F)Cl